α,β-bis(4-hydroxy-3-methoxybenzyl)butyrolactone OC1=C(C=C(CC2C(=O)OCC2CC2=CC(=C(C=C2)O)OC)C=C1)OC